ClC1=C(C(=O)C2=CNC3=NC=CC(=C32)N[C@@H]3C[C@@H](CC3)C(=O)O)C=CC(=C1)OC1=CC=CC=C1 (1R,3S)-3-((3-(2-chloro-4-phenoxybenzoyl)-1H-pyrrolo[2,3-b]pyridin-4-yl)amino)cyclopentane-1-carboxylic acid